Cl.COC1C[C@@H]2[C@@H](CNC2)C1 (3aR,5r,6aS)-5-methoxyoctahydrocyclopenta[c]pyrrole hydrochloride